FC(CCCCCCCCCO)(F)F trifluoro-decanol